N1C(=NC2=C1C=CC=C2)CNC(=O)[C@H](CC(=O)N2[C@H](CCCC2)C)NC(CCC(C)(C)C)=O N-[(1S)-1-(1H-benzimidazol-2-ylmethylcarbamoyl)-3-[(2S)-2-methyl-1-piperidyl]-3-oxo-propyl]-4,4-dimethyl-pentanamide